4-(2,6-dichloropyridin-4-yl)-3-(4-methyl-4H-1,2,4-triazol-3-yl)benzonitrile ClC1=NC(=CC(=C1)C1=C(C=C(C#N)C=C1)C1=NN=CN1C)Cl